ClC1=CC=C2C=CC(=NC2=C1C(=O)O)C1=CC=CC=C1 7-chloro-2-phenylquinoline-8-formic acid